alpha-hydroxybutanone OCC(CC)=O